ClC1=NC2=CC(=CC=C2C(=N1)Cl)N1CCOCC1 4-(2,4-dichloroquinazolin-7-yl)morpholine